C(CCCCCCCCCCCCCCCCCCC)[N+](C)(C)[O-] Icosyldimethylamine Oxide